ClC=1C(=C(C=CC1)C1=CC2=C(O[C@H](CN2S(=O)(=O)C2=CC(=CC=C2)C(F)(F)F)CCC(=O)O)C=C1)OC (S)-3-(6-(3-chloro-2-methoxyphenyl)-4-((3-(trifluoromethyl)-phenyl)sulfonyl)-3,4-dihydro-2H-benzo[b][1,4]oxazin-2-yl)propanoic acid